[(4-morpholin-4-yl-cyclohexyl-(5,6,7,8-tetrahydro-quinolin-8-yl)-amino)-methyl]-benzimidazole-1-carboxylic acid tert-butyl ester C(C)(C)(C)OC(=O)N1C(=NC2=C1C=CC=C2)CN(C2CCCC=1C=CC=NC21)C2CCC(CC2)N2CCOCC2